[O-]P([O-])(=O)OP(=O)([O-])[O-].[Pb+2].[Pb+2] lead (II) pyrophosphate